FC1(CC(C1)CC(=O)[C@](N)(CC(C)(C)C)C(=O)N)F 2-[(3,3-difluorocyclobutyl)acetyl]-4-methyl-L-leucinamide